1-(6,7-difluoro-3-(4-(methylsulfonyl)piperazine-1-carbonyl)quinolin-4-yl)-4-phenylpiperidine-4-carbonitrile FC=1C=C2C(=C(C=NC2=CC1F)C(=O)N1CCN(CC1)S(=O)(=O)C)N1CCC(CC1)(C#N)C1=CC=CC=C1